C(C)C1=CC2=C(C3=CC=C(C=C3C(=C2C=C1)OC(=O)OCCCC)CC)OC(=O)OCCCC 2,6-diethyl-9,10-bis(n-butoxycarbonyloxy)anthracene